C(CCCCC)C1(CCC(CC1)CC(CCCC)CC)CCCCCC di(n-hexyl)(2-ethylhexyl)cyclohexane